C1(CC1)OC1=C(CN2C(N(CC=3C2=NN(C3)C)C3CCN(CC3)C3=C(C=CC=C3C)F)=O)C=CC=C1 7-(2-Cyclopropoxy-benzyl)-5-[1-(2-fluoro-6-methyl-phenyl)-piperidin-4-yl]-2-methyl-2,4,5,7-tetrahydro-pyrazolo[3,4-d]pyrimidin-6-on